(2-phenyl-butyrylamino)-[1,2,3]thiadiazole-4-carboxylic acid 4-chloro-benzylamide ClC1=CC=C(CNC(=O)C=2N=NSC2NC(C(CC)C2=CC=CC=C2)=O)C=C1